tert-butyl (exo)-3-([8-[1-(oxan-2-yl)pyrazol-4-yl]-6H-isochromeno[3,4-b]pyrazin-3-yl] amino)-8-azabicyclo[3.2.1]octane-8-carboxylate O1C(CCCC1)N1N=CC(=C1)C=1C=CC2=C(C1)COC1=NC(=CN=C12)NC1CC2CCC(C1)N2C(=O)OC(C)(C)C